C(C)(C)(C)OC(=O)N1C2(CC2)CN(CC1)C=1C=C2C(=NC(=NC2=CC1)C1=CC2=CN(N=C2C(=C1OCOC)F)C)C(=O)OCC ethyl 6-[4-(tert-butoxycarbonyl)-4,7-diazaspiro[2.5]octan-7-yl]-2-[7-fluoro-6-(methoxymethoxy)-2-methylindazol-5-yl]quinazoline-4-carboxylate